ClC1=C(C=CC=C1OC1CC1)C1=CC=2C=NN(C(C2CC1)=O)C1=NC=CC=N1 6-(2-chloro-3-cyclopropoxyphenyl)-2-(pyrimidin-2-yl)-7,8-dihydro-phthalazin-1(2H)-one